tert-butyl ((S)-1-((2R,3R,4S)-3-fluoro-4-hydroxy-2-((4-(4-methylthiazol-5-yl)benzyl)carbamoyl)pyrrolidin-1-yl)-3,3-dimethyl-1-oxobutan-2-yl)carbamate F[C@@H]1[C@H](N(C[C@@H]1O)C([C@H](C(C)(C)C)NC(OC(C)(C)C)=O)=O)C(NCC1=CC=C(C=C1)C1=C(N=CS1)C)=O